OCN(C(C)=O)CNC(C)=O N-hydroxymethyl-N,N'-methylenediacetic amide